FC1=C(C2=C(C(C3=C(C4=C(C=C(O4)C)C=C3)SC2)=O)C=C1)F 9,10-difluoro-2-methylbenzo[5,6]thiepino[3,2-g]benzofuran-6(11H)-one